cis-N2-[8-amino-6-(4-methyl-3-pyridyl)-2,7-naphthyridin-3-yl]N1,N1-dimethyl-cyclopropane-1,2-dicarboxamide NC=1N=C(C=C2C=C(N=CC12)NC(=O)[C@@H]1[C@@H](C1)C(=O)N(C)C)C=1C=NC=CC1C